(R)-tert-butyl ((1-(3-(2-fluorophenoxy)-6-nitro-2-(trifluoromethyl)phenyl)piperidin-3-yl)methyl)(methyl)carbamate FC1=C(OC=2C(=C(C(=CC2)[N+](=O)[O-])N2C[C@@H](CCC2)CN(C(OC(C)(C)C)=O)C)C(F)(F)F)C=CC=C1